ClC1=C(C=C(C#N)C(=C1)C1(CCC1)F)F 4-chloro-3-fluoro-6-(1-fluorocyclobutyl)benzonitrile